3-amino-2,3-dihydrothiophene 1,1-dioxide, hydrochloride Cl.NC1CS(C=C1)(=O)=O